C12CNCC(CC1)N2C=2SC=1CN(CCC1N2)C(=O)C=2C=C(C=CC2)C (2-(3,8-diazabicyclo[3.2.1]octan-8-yl)-6,7-dihydrothiazolo[5,4-c]pyridin-5(4H)-yl)(m-tolyl)methanone